dimethyl-2,8-dihydroxybenzo[de]isoquinolino[1,8-gh]quinoline-3,9-dicarboxylate COC(=O)C=1C(=NC=2C=3C=4C(=C(C(=NC4C=4C2C1C=CC4)O)C(=O)OC)C=CC3)O